SALICYLANILIDE C(C=1C(O)=CC=CC1)(=O)NC1=CC=CC=C1